COC=1C=C(C=CC1OC)C=1C=C(N(S(N1)(=O)=O)CC)C(=O)NC1=CC(=CC=C1)C 5-(3,4-dimethoxyphenyl)-2-ethyl-N-(3-methylphenyl)-1,1-dioxo-2H-1λ6,2,6-thiadiazine-3-carboxamide